(E)-1-(2-chloro-5-((3-fluoropropyl)mercapto)phenyl)-3-(3-(methylthio)phenyl)-2-hydroxyguanidine ClC1=C(C=C(C=C1)SCCCF)N\C(=N\O)\NC1=CC(=CC=C1)SC